C(C(=C)C)(=O)OCCOCOCOC methoxymethoxymethoxyethyl methacrylate